Diethyl (1RS,3aSR,6aSR)-5-(3-chloro-4-fluorophenyl)-1-(4-methoxyphenyl)-4,6-dioxo-1,3a,4,5,6,6a-hexahydropyrrolo[3,4-c]pyrrole-1-phosphonate ClC=1C=C(C=CC1F)N1C([C@@H]2[C@H](C1=O)C=N[C@]2(P(OCC)(=O)OCC)C2=CC=C(C=C2)OC)=O |r|